(E)-3-(2-phenyl-1H-indol-3-yl)acrylonitrile C1(=CC=CC=C1)C=1NC2=CC=CC=C2C1/C=C/C#N